CC1=C(NC(=C1C)C)C=O 3,4,5-trimethylpyrrole-2-carbaldehyde